tert-Butyl 3-(4-((tetrahydrofuran-3-yl)oxy)-7-(thiazol-2-yl)benzo[d]oxazol-2-yl)-3,8-diazabicyclo[3.2.1]octane-8-carboxylate O1CC(CC1)OC1=CC=C(C2=C1N=C(O2)N2CC1CCC(C2)N1C(=O)OC(C)(C)C)C=1SC=CN1